F[C@@]1(C[C@H](N(C1)C(=O)OC(C)(C)C)C(=O)OCC1=CC=CC=C1)COC(=S)OC1=CC=C(C=C1)F 2-Benzyl 1-tert-butyl (2S,4R)-4-fluoro-4-{[(4-fluorophenoxymethanethioyl)oxy] methyl}pyrrolidine-1,2-dicarboxylate